C(C)(C)(C)OC(=O)NC1CN(CCC1=O)C(=O)OCC1=CC=CC=C1 benzyl 3-(tert-butoxycarbonylamino)-4-oxo-piperidine-1-carboxylate